O1CCN(CC1)C=1OC=2C(=NC=CC2)N1 2-morpholinooxazolo[4,5-b]pyridine